5-bis(4-hydroxyphenyl)hexahydro-4,7-methyleneindene OC1=CC=C(C=C1)C1(C2C3CCCC3=C1CC2)C2=CC=C(C=C2)O